2-{[4-(3-{3-[(4-acetylpiperazin-1-yl)methyl]phenyl}-1H-indazol-5-yl)-7-amino-1-oxo-2,3-dihydro-1H-isoindol-2-yl]methyl}prop-2-enamide C(C)(=O)N1CCN(CC1)CC=1C=C(C=CC1)C1=NNC2=CC=C(C=C12)C1=C2CN(C(C2=C(C=C1)N)=O)CC(C(=O)N)=C